N1N=CC=CC1=O 1H-pyridazin-6-one